BrC1=C(C=CC=C1)C1=CC=CC=2OC3=C(C21)C=CC=C3 1-(2-bromophenyl)dibenzofuran